BrC(C(NCCNC(CNC(CNC(CNC(OC(C)(C)C)=O)=O)=O)=O)=O)(C)C tert-butyl (14-bromo-14-methyl-2,5,8,13-tetraoxo-3,6,9,12-tetraazapentadecyl)carbamate